COC1CCN(CC1)C1=NC=CC(=N1)NC=1N=CC2=C(C=CC(=C2C1)[C@@H]1N(CCC1)C(C=C)=O)N1C([C@@H]([C@H]1C)CS(=O)(=O)C)(C)C 1-((R)-2-(3-((2-(4-methoxypiperidin-1-yl)pyrimidin-4-yl)amino)-8-((3R,4R)-2,2,4-trimethyl-3-((methylsulfonyl)methyl)azetidin-1-yl)isoquinolin-5-yl)pyrrolidin-1-yl)prop-2-en-1-one